[Na+].C(C(C)=C)S(=O)(=O)[O-] methallylsulfonate sodium salt